N-hydroxylethylmorpholin OCCN1CCOCC1